C1(CCCCC1)C=1C(=NC(=CC1)N1C=NC=C1)C(=O)N cyclohexyl-6-(1H-imidazol-1-yl)pyridinecarboxamide